1-((2-(2-(diethylamino)ethoxy)-3-isopropylnaphthalen-1-yl)methyl)-3-isopropylnaphthalen-2-ol hydrochloride Salt Cl.C(C)N(CCOC1=C(C2=CC=CC=C2C=C1C(C)C)CC1=C(C(=CC2=CC=CC=C12)C(C)C)O)CC